FC(OC1(CCC1)C(=O)NNC(=O)C12CC(C1)(C2)NC(OC(C)(C)C)=O)(F)F tert-butyl (3-(2-(3-cis-(trifluoromethoxy)cyclobutane-1-carbonyl)hydrazine-1-carbonyl)bicyclo[1.1.1]pentan-1-yl)carbamate